(2s)-pyrrolidine-2-carboxamide N1[C@@H](CCC1)C(=O)N